C(C)(C)[C@H]1CC[C@H](CC1)N1CCC(CC1)N1C(=CC2=CC=CC=C12)CNC(CC)=O N-((1-(1-(cis-4-isopropylcyclohexyl)piperidin-4-yl)-1H-indole-2-yl)methyl)propionamide